tert-butyl (6-methyl-5-(1-oxoisoindol-2-yl)pyridin-2-yl)carbamate CC1=C(C=CC(=N1)NC(OC(C)(C)C)=O)N1C(C2=CC=CC=C2C1)=O